[N+](=O)([O-])C1=CC=C(C=C1)S(=O)(=O)NN 4-nitrobenzenesulfonohydrazide